3,4-dihydroxyoxolane OC1COCC1O